1-(4-chlorophenyl)-5,6-difluoro-3-(trifluoromethyl)-4,5,6,7-tetrahydro-1H-indol-4-ol ClC1=CC=C(C=C1)N1C=C(C=2C(C(C(CC12)F)F)O)C(F)(F)F